1-(4-(6-chloro-2-(2-(diethyl-amino)ethylamino)-8-fluoro-7-(2-fluoro-6-hydroxyphenyl)quinazolin-4-yl)piperazin-1-yl)prop-2-en-1-one ClC=1C=C2C(=NC(=NC2=C(C1C1=C(C=CC=C1O)F)F)NCCN(CC)CC)N1CCN(CC1)C(C=C)=O